(3-fluoro-5-(4-methoxy-3,4,5,6-tetrahydro-2H-pyran-4-yl)phenoxy-methyl)-1-methyl-2-quinolone FC=1C=C(OCC=2C(N(C3=CC=CC=C3C2)C)=O)C=C(C1)C1(CCOCC1)OC